7-chloro-2-(5-chloro-2-cyclopropyl-4-methoxyphenyl)-8-hydroxy-3-(oxazol-5-ylmethyl)benzo[4,5]thieno[2,3-d]pyrimidin-4(3H)-one ClC1=C(C2=C(C3=C(N=C(N(C3=O)CC3=CN=CO3)C3=C(C=C(C(=C3)Cl)OC)C3CC3)S2)C=C1)O